3-(2-hydroxy-5-(pyrimidin-5-yl)phenyl)propionamide OC1=C(C=C(C=C1)C=1C=NC=NC1)CCC(=O)N